t-butyl (2S,4R)-4-hydroxy-2-methylpiperidine-1-carboxylate O[C@H]1C[C@@H](N(CC1)C(=O)OC(C)(C)C)C